1,1,1,3,3,3-hexafluoropropan-2-yl (R)-1-((6-(methylsulfonamido)pyridin-3-yl)carbamoyl)-6-azaspiro[2.5]octane-6-carboxylate CS(=O)(=O)NC1=CC=C(C=N1)NC(=O)[C@@H]1CC12CCN(CC2)C(=O)OC(C(F)(F)F)C(F)(F)F